(2S,3R)-2-amino-3-methoxy-butyric acid N[C@H](C(=O)O)[C@@H](C)OC